quinazolin-2(4H)-one N1C(NCC2=CC=CC=C12)=O